C12CN(CCC2C1)CC(=O)NC=1C=C(C(=NC1)C)NC(=O)C=1C=C2C(=NC1)N(C(=C2)C=2C=NN(C2)C)COCC[Si](C)(C)C N-(5-(2-(3-azabicyclo[4.1.0]heptan-3-yl)acetamido)-2-methylpyridin-3-yl)-2-(1-methyl-1H-pyrazol-4-yl)-1-((2-(trimethylsilyl)ethoxy)methyl)-1H-pyrrolo[2,3-b]pyridine-5-carboxamide